Cl.ClC1=CC=C(C=C1)[C@@H]1CC[C@@H](N1)[C@H](O)C1=CC(=CC=C1)F (R)-((2R,5S)-5-(4-Chlorophenyl)pyrrolidin-2-yl)(3-fluorophenyl)methanol hydrochloride